CC1(C(C(CCC1)C)(O)C#C)C 2,2,6-trimethyl-1-ethynyl-1-cyclohexanol